2,3-dichloro-4,5,6,7-tetrahydrobenzothiophen-5-amine ClC=1SC2=C(C1Cl)CC(CC2)N